COC=1C=C2C(=CC=NC2=CC1OC)OC1=C(C=C(C=C1)NC(=O)NS(=O)(=O)CC1=CC=C(C=C1)C)F 1-[4-(6,7-dimethoxyquinolin-4-yloxy)-3-fluorophenyl]-3-[(4-methylbenzyl)sulfonyl]urea